(S)-1-(2-amino-2-oxoethyl)-N-(2-methoxy-5-(4-(trifluoromethyl)phenoxy)phenyl)pyrrolidine-2-carboxamide NC(CN1[C@@H](CCC1)C(=O)NC1=C(C=CC(=C1)OC1=CC=C(C=C1)C(F)(F)F)OC)=O